{4-(5-Oxopyrrolidin-2-yl)phenyl}carbamic acid tert-Butyl ester C(C)(C)(C)OC(NC1=CC=C(C=C1)C1NC(CC1)=O)=O